2-methylpropan-2-yl-4-(6-bromo-1,2-diazin-3-yl)-3-oxopiperazine-1-carboxylate CC(C)(C)OC(=O)N1CC(N(CC1)C=1N=NC(=CC1)Br)=O